ClC1=CC=C(C(=N1)C(=O)N1S(CCC1)(=O)=O)N[C@H](C)C=1C=C(C=C2C(C(=C(OC12)C1=CC=CC=C1)C)=O)C 8-[(1R)-1-[[6-Chloro-2-(1,1-dioxo-1,2-thiazolidine-2-carbonyl)-3-pyridyl]amino]ethyl]-3,6-dimethyl-2-phenyl-chromen-4-one